NC1=NNC2=C1C(=NC=C2Br)C2=CC=C(CC=1C(=C(C(=O)N)C=C(C1)F)OC)C=C2 (4-(3-amino-7-bromo-1H-pyrazolo[4,3-c]pyridin-4-yl)benzyl)-5-fluoro-2-methoxybenzamide